spiro[cyclohexane-1,6'-indeno[5',6':5,6][1,4]dioxino[2,3-c]pyrrole]-4-carboxylic acid C=1NC=C2C1OC1=C(O2)C=C2C3(C=CC2=C1)CCC(CC3)C(=O)O